2-(perfluoro-7-methyloctyl)-2-hydroxypropyl acrylate C(C=C)(=O)OCC(C)(O)C(C(C(C(C(C(C(C(F)(F)F)(C(F)(F)F)F)(F)F)(F)F)(F)F)(F)F)(F)F)(F)F